N1C(CCCC1)C(=O)OCC ethyl 2-piperidcarboxylate